C1(CC1)N1[C@H]2N([C@H](CC1)C)C(C=1N(C2)C=C(C(C1OCC1=CC=CC=C1)=O)C(=O)NCC1=C(C=C(C=C1)F)F)=O (4S,12aS)-1-cyclopropyl-N-[(2,4-difluorophenyl)methyl]-4-methyl-6,8-dioxo-7-[(phenyl-methyl)oxy]-1,2,3,4,6,8,12,12a-octahydropyrido[1',2':4,5]pyrazino[1,2-a]pyrimidine-9-carboxamide